Ruthenium perchlorat Cl(=O)(=O)(=O)[O-].[Ru+3].Cl(=O)(=O)(=O)[O-].Cl(=O)(=O)(=O)[O-]